C(#N)C1=C(NC(=O)C2=C(C(=NS2)Cl)Cl)C=CC=C1 3,4-dichloroisothiazole-5-carboxylic acid (2-cyanoanilide)